C(C)C(C(=O)OCCOCCOC(C(CCCC)CC)=O)CCCC diethylene glycol e-bis-(2-ethylhexanoate)